3-{2-[1-(trifluoromethyl)cyclopropyl]ethoxyl-1H-pyrazol-1-yl}-2λ6-thia-3,9,11,20,25-pentaazatetracyclo[19.3.1.111,14.05,10]hexacosa-1(24),5,7,9,21(25),22-hexaene-2,2,4-trione FC(C1(CC1)CCOC1=NN(C=C1)N1S(C2=CC=CC(NCCCCCC3CCN(C4=NC=CC=C4C1=O)C3)=N2)(=O)=O)(F)F